tert-butyl (3-(hydroxymethyl)cyclobutyl)(methyl)carbamate OCC1CC(C1)N(C(OC(C)(C)C)=O)C